(E)-6-methyl-4-styrylbenzooxathiazine 2,2-dioxide CC=1C=CC2=C(C(=NS(O2)(=O)=O)\C=C\C2=CC=CC=C2)C1